4,5,6,7-tetrahydro-5-(4-quinazolinyl)-thiazolo[5,4-c]pyridin-2-amine N1=CN=C(C2=CC=CC=C12)N1CC2=C(CC1)N=C(S2)N